C(CCC=CCCCCCCCCCC=CCC=CCCCCC)N tetracos-4,15,18-trien-1-amine